O1CCC(CC1)OC1=CC=C(C=N1)CO [6-(oxan-4-yloxy)pyridin-3-yl]methanol